nitrogen (3-trimethoxysilylpropyl)undecylfluorohexanamide CO[Si](CCCC(C(C(=O)N)(F)CCCCCCCCCCC)CCC)(OC)OC.[N]